C(C)(=O)NC1=CC=C(C=N1)C=1C=C2CC(N3C(C2=CC1OC)=CC(C(=C3)C(=O)O)=O)C(C)(C)C 9-(6-acetamidopyridin-3-yl)-6-tert-butyl-10-methoxy-2-oxo-6,7-dihydro-2H-pyrido[2,1-a]isoquinoline-3-carboxylic acid